N1=C2N(C=C1)C=CC2O 7H-Pyrrolo[1,2-a]imidazol-7-ol